carbon acrylonitrile C(C=C)#N.[C]